2-oxazolyl-pyridine O1C(=NC=C1)C1=NC=CC=C1